[C@@H](C)(CC)NC(=O)[C@H]1CN([C@@H]2CC=3C4=C(C2=C1)C=CC=C4NC3)C (6aR,9R)-N-((R)-sec-butyl)-7-methyl-4,6,6a,7,8,9-hexahydroindolo[4,3-fg]quinoline-9-carboxamide